The molecule is an organic heterobicyclic compound that is a cyclic peroxy compound isolated from the Australian marine sponge Plakinastrella clathrata. It has a role as a metabolite. It is a gamma-lactone and an organic heterobicyclic compound. C[C@@]1(C[C@]2([C@H](CC(=O)O2)OO1)C)CCCCCCCC/C=C/C=C/C3=CC=CC=C3